ClC1=C(C(=C(C=C1OC)OC)Cl)C1=CC2=C(N=C(N=C2)N[C@H]2[C@H](COC2)NC(C=C)=O)C(=N1)NCCCCN1CC(CC1)OC N-((3R,4S)-4-((6-(2,6-dichloro-3,5-di-methoxyphenyl)-8-((4-(3-methoxy-pyrrolidin-1-yl)butyl)amino)pyrido[3,4-d]pyrimidin-2-yl)amino)tetrahydro-furan-3-yl)acrylamide